2-{4-[1-benzyl-2-(trifluoromethyl)-1H-benzimidazol-4-yl]piperazin-1-yl}ethanol C(C1=CC=CC=C1)N1C(=NC2=C1C=CC=C2N2CCN(CC2)CCO)C(F)(F)F